Cl.N[C@@H](C)C1=C(C=2N=C(N=C(C2S1)NCC=1OC=CC1)Cl)C ((S)-1-aminoethyl)-2-chloro-N-[(furan-2-yl)methyl]-7-methylthieno[3,2-d]pyrimidin-4-amine hydrochloride